C[C@H]1N(CCOC1)C=1C=C(NC(C1)=O)C1=C(C=CC=C1)NS(=O)(=O)C N-[2-[4-[(3R)-3-methylmorpholin-4-yl]-6-oxo-1H-pyridin-2-yl]phenyl]methanesulfonamide